C(C)(C)[C@]1(C(NC(N1)=O)=O)C1=CC=C(C=C1)C(=O)N1CCC(CC1)CC1=CC=C(C=C1)C (R)-5-isopropyl-5-{4-[4-(4-methylbenzyl)piperidine-1-carbonyl]phenyl}imidazolidine-2,4-dione